benzyl-vinylimidazole C(C1=CC=CC=C1)C=1N=C(NC1)C=C